(1R,2R)-N-[7-fluoro-6-[4-[(3S,4S)-4-hydroxy-3-methyl-tetrahydrofuran-3-yl]piperazin-1-yl]-3-isoquinolyl]-2-(2-pyridyl)cyclopropanecarboxamide FC1=C(C=C2C=C(N=CC2=C1)NC(=O)[C@H]1[C@@H](C1)C1=NC=CC=C1)N1CCN(CC1)[C@]1(COC[C@H]1O)C